(S)-4-(4-ethoxy-5-((7-fluoro-2-methyl-2H-indazol-5-yl)carbamoyl)pyrimidin-2-yl)-2-methylpiperazine-1-carboxylic acid tert-butyl ester C(C)(C)(C)OC(=O)N1[C@H](CN(CC1)C1=NC=C(C(=N1)OCC)C(NC1=CC2=CN(N=C2C(=C1)F)C)=O)C